FC1=C(C=CC(=C1)I)NC1=C(C=2C(=NC=CC2)N1C)C(=O)N 2-((2-fluoro-4-iodophenyl)amino)-1-methyl-1H-pyrrolo[2,3-b]pyridine-3-carboxamide